(S)-1-(3-(difluoromethoxy)phenyl)-N-(3-methyl-1,1-dioxidotetrahydrothiophen-3-yl)-3-(prop-1-en-2-yl)-1H-pyrazolo[3,4-b]pyridine-5-carboxamide FC(OC=1C=C(C=CC1)N1N=C(C=2C1=NC=C(C2)C(=O)N[C@@]2(CS(CC2)(=O)=O)C)C(=C)C)F